2-((naphthalen-2-ylmethyl)thio)-5-phenyl-1,3,4-oxadiazole C1=C(C=CC2=CC=CC=C12)CSC=1OC(=NN1)C1=CC=CC=C1